C(C1=CC=CC=C1)OC1=C(C(=O)N2CC3=CC=CC(=C3C2)CC(=O)N)C(=CC(=C1C)O)O 2-(2-(benzyloxy)-4,6-dihydroxy-3-methylbenzoyl)isoindolin-4-ylacetamide